4-(3-hydroxypropyl)-2,6-dimethoxyphenol OCCCC1=CC(=C(C(=C1)OC)O)OC